ClC1=C(C=C2C=C(N(C2=C1)C)C=1C=CC(=NC1)N1CCOCC1)C=1C=NC=C(C1)OC 4-(5-(6-chloro-5-(5-methoxypyridin-3-yl)-1-methyl-1H-indol-2-yl)pyridin-2-yl)morpholine